C1(CC1)C1=C(C(=NO1)C1=C(C=CC=C1)C(F)(F)F)C1=CC2(C1)CCN(CC2)C=2C=C1C(=CC(=NC1=CC2)C(=O)O)OC 6-(2-(5-cyclopropyl-3-(2-(trifluoromethyl)phenyl)isoxazol-4-yl)-7-azaspiro[3.5]non-1-en-7-yl)-4-methoxyquinoline-2-carboxylic acid